6-(methylthio)pyrimidin-2-amine CSC1=CC=NC(=N1)N